ClC1=NC=CC(=C1)C(C(C)C)O 1-(2-chloropyridin-4-yl)-2-methylpropan-1-Ol